5-Methylamino-pentanoic acid (6-trifluoromethoxy-benzothiazol-2-yl)-amide FC(OC1=CC2=C(N=C(S2)NC(CCCCNC)=O)C=C1)(F)F